methyl N-(diphenylmethylidene)-3-(3,3,3-trifluoropropoxy)phenylalaninate C1(=CC=CC=C1)C(=N[C@@H](CC1=CC(=CC=C1)OCCC(F)(F)F)C(=O)OC)C1=CC=CC=C1